(E)-3-(4-isopropylphenyl)-1-(p-tolyl)prop-2-en-1-one C(C)(C)C1=CC=C(C=C1)/C=C/C(=O)C1=CC=C(C=C1)C